CC[NH3+].[N+](=O)([O-])[O-] The molecule is an organoammonium salt resulting from the mixing of equimolar amounts of nitric acid and ethylamine. First prepared in 1914, it was one of the first ionic liquids found that had a melting point below room temperature (m.p. 12℃). It has a role as a protic solvent. It is an organoammonium salt and an ionic liquid. It contains an ethylaminium and a nitrate.